(4-(diphenylamino)phenyl)-4-((2-formylphenyl)amino)-N-(quinolin-8-yl)pentanamide C1(=CC=CC=C1)N(C1=CC=C(C=C1)C(C(=O)NC=1C=CC=C2C=CC=NC12)CC(C)NC1=C(C=CC=C1)C=O)C1=CC=CC=C1